(R)-2-(5-(hydroxymethyl)-6-((1-methylpiperidin-3-yl)amino)pyridazin-3-yl)-3-methyl-5-(trifluoromethyl)phenol hydrate O.OCC=1C=C(N=NC1N[C@H]1CN(CCC1)C)C1=C(C=C(C=C1C)C(F)(F)F)O